4-bromo-1,2-diethoxybenzene BrC1=CC(=C(C=C1)OCC)OCC